O=C1C(O)=C(O)[C@H](O1)[C@@H](O)CO.N[C@H](C(=O)O)CCC(=O)N[C@@H](CS)C(=O)NCC(=O)O glutathione (ascorbate)